tert-butyl N-(5-bromo-3-methyl-triazol-4-yl)carbamate BrC1=C(N(N=N1)C)NC(OC(C)(C)C)=O